3-amino-N-methylisoquinoline-6-carboxamide trifluoroacetic acid salt FC(C(=O)O)(F)F.NC=1N=CC2=CC=C(C=C2C1)C(=O)NC